4-fluoro-3-hydroxy-2,3-dihydro-1H-isoindol-1-one FC1=C2C(NC(C2=CC=C1)=O)O